FC=1C=C(C=CC1F)S(=O)(=O)N1C[C@H](NCC1)C1=C(C=CC=C1)OC(C)C (R)-1-((3,4-difluorophenyl)sulfonyl)-3-(2-isopropoxyphenyl)piperazine